2-cyclohexyl-N-(5-(2,4-difluorophenoxy)pyridin-2-yl)propanamide C1(CCCCC1)C(C(=O)NC1=NC=C(C=C1)OC1=C(C=C(C=C1)F)F)C